C(=O)(P(O)(O)=O)P(O)(O)=O Carbonyl-Diphosphonic Acid